FC(C=1C(=C(C=CC1)[C@@H](C)NC=1C2=C(N=C(N1)C)N1C(C(=C2)C2(CCN(CC2)C(C)=O)F)=NN=C1)F)F (R)-1-(4-(4-((1-(3-(difluoromethyl)-2-fluorophenyl)ethyl)amino)-2-methyl-[1,2,4]triazolo[4',3':1,6]pyrido[2,3-d]pyrimidin-6-yl)-4-fluoropiperidin-1-yl)ethan-1-one